C(C)O[Si](CCCN1C(NC(NC1=O)=O)=O)(OCC)OCC ([3-triethoxysilylpropyl])-(1,3,5-triazine-2,4,6(1H,3H,5H)-trione)